2-hydroxy-6-nitro-trifluoromethyl-3-nitro-trifluoromethylpyridine OC1=NC(=C(C(=C1[N+](=O)[O-])C(F)(F)F)C(F)(F)F)[N+](=O)[O-]